BrC=1SC(=C(N1)C1=CC(=C(C=C1)OCCOC)Cl)CC(C)C 2-bromo-4-(3-chloro-4-(2-methoxyethoxy)phenyl)-5-isobutylthiazole